FC1=C(C(=O)N)C=C(C=C1)S(NC1(CC1)C)(=O)=O 2-fluoro-5-(N-(1-methylcyclopropyl)sulfamoyl)benzamide